C(C)C([C@@H](C(=O)O)NC(C)=O)(SSC[C@@H](C(=O)O)N)CC diethyl-N-acetyl-L-cystine